bis(8-hydroxyquinoline) beryllium [Be].OC=1C=CC=C2C=CC=NC12.OC=1C=CC=C2C=CC=NC12